(2S,4R)-2-carbamoyl-4-(5-(methoxycarbonyl)pyridine-2-amido)pyrrolidine-1-carboxylic acid tert-butyl ester C(C)(C)(C)OC(=O)N1[C@@H](C[C@H](C1)NC(=O)C1=NC=C(C=C1)C(=O)OC)C(N)=O